ClC=1C=C2C=NC(=NC2=CC1C1CN(CC1)CC(C)(O)C)NC=1C=NN(C1)C1CC1 1-(3-{6-chloro-2-[(1-cyclopropyl-1H-pyrazol-4-yl)amino]quinazolin-7-yl}pyrrolidin-1-yl)-2-methylpropan-2-ol